1-butyl-2,3,3-trimethyl-3H-indol-1-ium iodide [I-].C(CCC)[N+]1=C(C(C2=CC=CC=C12)(C)C)C